ClC1=CC=CC(=N1)C(C)=O 1-(6-chloropyridin-2-yl)ethanone